1,4,5,6-tetrahydropyrrolo[3,4-c]pyrazole, dihydrochloride Cl.Cl.N1N=CC2=C1CNC2